[Se]1(N=CC=C1)=O isoselenazolone